FC=1C=C(C=CC1)C(C1(CCCC1)O)=NC 1-((3-fluorophenyl)(methylimino)methyl)cyclopentan-1-ol